C(CCCCCCCCCCCCCCC)OC([C@@H](N)CCCNC(N)=N)=O arginine cetyl ester